1-propyl-2,3,5-trimethylpyrazolinium C(CC)[NH+]1N(C(=CC1C)C)C